N1=CC=CC2=CC=CC(=C12)NC(C(CC=C)(C)C)=O N-(quinolin-8-yl)-2,2-dimethyl-4-pentenamide